C(=O)(OC(C)(C)C)NCCNC(C)C N'-Boc-N-isopropylethylenediamine